N1[C@@H](CCCC1)CCO (S)-2-(piperidin-2-yl)ethane-1-ol